COC1=C(C=CC(=C1)OC)CN(C1=NC=C(C(=N1)OC)C(C(F)F)=O)CC1=C(C=C(C=C1)OC)OC [2-[bis[(2,4-dimethoxyphenyl)methyl]amino]-4-methoxy-pyrimidin-5-yl]-2,2-difluoro-ethanone